C(C)C1=C(C(=NO1)C=1C=NC(=CC1)C)COC1=CC=C(N=N1)C(=O)NC1(COC1)C 6-((5-ethyl-3-(6-methylpyridin-3-yl)isoxazol-4-yl)methoxy)-N-(3-methyloxetan-3-yl)pyridazine-3-carboxamide